NC=1C=C2C(=CC(N(C2=NC1)C)=O)N[C@H](C)C1CC1 (R)-6-Amino-4-((1-cyclopropylethyl)amino)-1-methyl-1,8-naphthyridin-2(1H)-one